1-(3-(4-Methoxyphenyl)-1,2,4-oxadiazol-5-yl)-N-((1-propylpyrrolidin-3-yl)methyl)piperidine-4-carboxamide COC1=CC=C(C=C1)C1=NOC(=N1)N1CCC(CC1)C(=O)NCC1CN(CC1)CCC